2-(5-((4-([1,1'-biphenyl]-3-yl)-5-chloropyrimidin-2-yl)amino)pyridin-3-yl)-8-(7-bromoheptyl)-2,8-diazaspiro[4.5]decan-1-one C1(=CC(=CC=C1)C1=NC(=NC=C1Cl)NC=1C=C(C=NC1)N1C(C2(CC1)CCN(CC2)CCCCCCCBr)=O)C2=CC=CC=C2